ClC1(CC1)[C@@]1(NC(NC1=O)=O)CNC(=O)C=1C(=CC=CC1)C1=CC=C(C=C1)C(F)(F)F |r| rac-N-{[4-(1-chlorocyclopropyl)-2,5-dioxoimidazolidin-4-yl]methyl}-4'-(trifluoromethyl)[biphenyl]-2-carboxamide